C(C)(C)(C)C=1C(=C(C=C(C1)COCC(C)C)S(=O)(=O)N)B1OC(C(O1)(C)C)(C)C tert-butyl-5-(isobutoxymethyl)-2-(4,4,5,5-tetramethyl-1,3,2-dioxaborolan-2-yl)benzenesulfonamide